isopropyl (2R,3S)-2-((((1S,3S,6R)-6-(5-fluoropyrimidin-2-yl)bicyclo[4.1.0]heptan-3-yl)oxy)methyl)-3-(methylsulfonamido)piperidine-1-carboxylate FC=1C=NC(=NC1)[C@]12CC[C@@H](C[C@@H]2C1)OC[C@@H]1N(CCC[C@@H]1NS(=O)(=O)C)C(=O)OC(C)C